4,4'-dibromodiphenylsulfone C1=CC(=CC=C1S(=O)(=O)C2=CC=C(C=C2)Br)Br